NC1=C2N(C(N(C2=NC=N1)[C@@H]1C(CN(CC1)C1CCNCC1)(F)F)=O)C1=CC=C(C=C1)Br (4S)-6-amino-7-(4-bromophenyl)-9-(3,3-difluoro-[1,4'-bipiperidin]-4-yl)-7,9-dihydro-8H-purin-8-one